8-(2-hydroxybenzoyl)octanoic acid OC1=C(C(=O)CCCCCCCC(=O)O)C=CC=C1